BrCC(=O)C1=C(C=CC(=C1)Cl)O 2-bromo-1-(5-chloro-2-hydroxyphenyl)ethan-1-one